Methyl 2-[[4-[[4-[[(4-iodophenyl)sulfonylamino]methyl]triazol-1-yl]methyl]phenyl]carbamoyl]-4-methyl-pentanoate IC1=CC=C(C=C1)S(=O)(=O)NCC=1N=NN(C1)CC1=CC=C(C=C1)NC(=O)C(C(=O)OC)CC(C)C